(4-fluorophenyl)(piperazin-1-yl)methanone FC1=CC=C(C=C1)C(=O)N1CCNCC1